2-[3-(4-ethyl-1H-pyrazol-1-yl)-1-[2-([1-[2-(4-methylpiperazin-1-yl)-2-oxoethyl]-1H-pyrazol-4-yl]amino)-[1,2,4]triazolo[1,5-a]pyridin-8-yl]azetidin-3-yl]acetonitrile C(C)C=1C=NN(C1)C1(CN(C1)C=1C=2N(C=CC1)N=C(N2)NC=2C=NN(C2)CC(=O)N2CCN(CC2)C)CC#N